(R)-2-methyl-6-(1-methylcyclopropyl)-4-((1-(3-(Pentafluorosulfanyl)phenyl)ethyl)amino)pyrido[4,3-d]pyrimidin-7(6H)-one CC=1N=C(C=2C(N1)=CC(N(C2)C2(CC2)C)=O)N[C@H](C)C2=CC(=CC=C2)S(F)(F)(F)(F)F